N1(CCNCC1)C1=C(C=CC(=C1)C(F)(F)F)S(=O)(=O)N 2-(piperazin-1-yl)-4-(trifluoromethyl)benzenesulfonamide